NC=1SC=2C(=NC=C(N2)C2CCC(CC2)C#N)N1 4-(2-aminothiazolo[4,5-b]pyrazin-6-yl)cyclohexane-1-carbonitrile